C1(CCCC1)NS(=O)(=O)C1=CC(=C(C=C1)\C=C(/C)\[C@@H](C=O)[C@H](\C=C\[C@@H]([C@H](CC[C@H](CC=O)O)C)OC(=O)N1CCN(CC1)C)C)F 4-methylpiperazine-1-carboxylic acid [(2s,3s,4E,6r,7s,10r)-2-[(E)-1-[4-(cyclopentylsulfamoyl)-2-fluorophenyl] prop-1-en-2-yl]-10-hydroxy-3,7-dimethyl-12-oxo-1-oxododec-4-en-6-yl] ester